tris(2,4-di-tert-butylphenyl) phosphate P(=O)(OC1=C(C=C(C=C1)C(C)(C)C)C(C)(C)C)(OC1=C(C=C(C=C1)C(C)(C)C)C(C)(C)C)OC1=C(C=C(C=C1)C(C)(C)C)C(C)(C)C